C1(CC=CCC1)(CO)CO 3-cyclohexene-1,1-dimethanol